C(C1=CC=CC=C1)C=1NC(=NN1)C(=O)N[C@H]1C(N(C=2N(CC1)N=C(C2)C2C(C2)(F)F)C)=O 5-Benzyl-N-((6R)-2-(2,2-difluorocyclopropyl)-4-methyl-5-oxo-5,6,7,8-tetrahydro-4H-pyrazolo[1,5-a][1,3]diazepin-6-yl)-4H-1,2,4-triazol-3-carboxamid